N-aminoethylmorpholine NCCN1CCOCC1